[Si](C1=CC=CC=C1)(C1=CC=CC=C1)(C(C)(C)C)OC1C(CCC1CO)CO {2-[(tert-butyldiphenylsilyl)oxy]-3-(hydroxymethyl)cyclopentyl}methanol